Cl.BrC1=C2CCN(C(C2=CC(=C1)CCl)=O)C(C)C1=NC=C(C#N)C(=C1)OCC 6-(1-(5-Bromo-7-(chloromethyl)-1-oxo-3,4-dihydroisoquinolin-2(1H)-yl)ethyl)-4-ethoxynicotinonitrile hydrochloride